C[C@]12CC3(CC(C[C@@](C1)(C3)C)C2)NC(NC2=CC=C(C=C2)S(=O)(=O)N2CC(CCC2)C(=O)N)=O 1-[(4-{3-[(1r,3R,5S,7S)-3,5-Dimethyladamantan-1-yl]ureido}phenyl)sulfonyl]piperidine-3-carboxamide